methyl-8-[2-(9-{[4-(dimethylamino)butanoyl]oxy}hexadecyl)cyclopropyl]octanoate COC(CCCCCCCC1C(C1)CCCCCCCCC(CCCCCCC)OC(CCCN(C)C)=O)=O